2-(cyclopropyl)cyclopropanecarbonyl chloride C1(CC1)C1C(C1)C(=O)Cl